2-eicosylamino-1,4-naphthoquinone C(CCCCCCCCCCCCCCCCCCC)NC=1C(C2=CC=CC=C2C(C1)=O)=O